FC=1C=C(C=CC1N1CCN(CC1)C)NC=1N=C(C2=C(N1)NC=C2)OC2=CC(=CC=C2)NC N-(3-fluoro-4-(4-methylpiperazin-1-yl)phenyl)-4-(3-(methylamino)phenoxy)-7H-pyrrolo[2,3-d]pyrimidin-2-amine